[Si](C)(C)(C(C)(C)C)OC([C@H]1C[C@H]([C@H]2[C@@H]1OC(O2)(C)C)N(C2=NC=NC=C2)C)C2=CC(=C(C=C2)F)F N-((3aS,4R,6S,6aR)-6-(((tert-butyldimethylsilyl)oxy)(3,4-difluorophenyl)methyl)-2,2-dimethyltetrahydro-4H-cyclopenta[d][1,3]dioxol-4-yl)-N-methylpyrimidin-4-amine